N1CC(C1)OC=1C=C(C(=NC1)N1C(N(C=2C=NC=3C=C(C(=CC3C21)C=2C=NN(C2)C)OC)C)=O)F 1-[5-(Azetidin-3-yloxy)-3-fluoropyridin-2-yl]-7-methoxy-3-methyl-8-(1-methyl-1H-pyrazol-4-yl)-1,3-dihydroimidazo[4,5-c]quinolin-2-one